ethyl 2-(5-(4,4,5,5-tetramethyl-1,3,2-dioxaborolan-2-yl)pyrimidin-2-yl)acetate CC1(OB(OC1(C)C)C=1C=NC(=NC1)CC(=O)OCC)C